3',4'-diamino-5-methoxy-[1,1'-biphenyl] NC=1C=C(C=CC1N)C1=CC=CC(=C1)OC